4-(hydroxymethyl)piperidine-1-carboxylic acid OCC1CCN(CC1)C(=O)O